1,3-dibromo-2-iodobenzene BrC1=C(C(=CC=C1)Br)I